(2S,4R)-1-(2-{5-[(dimethylamino)methyl]-1H-1,2,3-triazol-1-yl}acetyl)-4-fluoro-N-[(S)-phenyl[4-(propan-2-yl)phenyl]methyl]pyrrolidine-2-carboxamide CN(C)CC1=CN=NN1CC(=O)N1[C@@H](C[C@H](C1)F)C(=O)N[C@H](C1=CC=C(C=C1)C(C)C)C1=CC=CC=C1